2-amino-3-(2-oxo-1,2-dihydro-quinolin-4-yl)propionic acid NC(C(=O)O)CC1=CC(NC2=CC=CC=C12)=O